2-(2-chloro-4-phenylpyridin-3-yl)-4,5,6,7-tetrahydro-1H-benzo[d]imidazole ClC1=NC=CC(=C1C1=NC2=C(N1)CCCC2)C2=CC=CC=C2